C(C1=CC=CC=C1)(=O)OC1CNC1 3-(benzoyloxy)azetidine